ClC1=C(C(=O)OC)C(=CC=C1)NC(=C(C#N)C=1C=NC(=CC1)Cl)SC methyl 2-chloro-6-((2-(6-chloropyridin-3-yl)-2-cyano-1-(methylthio)vinyl)amino)benzoate